1,3,5-triazine-2-thione-4-thiolate N1C(N=C(N=C1)[S-])=S